(R)-2-(4-(4-chlorophenyl)-2,3,9-trimethyl-6H-thieno[3,2-f][1,2,4]triazolo[4,3-a][1,4]diazepin-6-yl)-N-(4-hydroxyphenyl)acetamide ClC1=CC=C(C=C1)C1=N[C@@H](C=2N(C3=C1C(=C(S3)C)C)C(=NN2)C)CC(=O)NC2=CC=C(C=C2)O